BrC=1C(=NC=C(C1)Br)NC(=S)N 1-(3,5-dibromopyridin-2-yl)thiourea